4-((S)-4-acryloyl-2-methylpiperazin-1-yl)-1-(2-(tert-butyl)phenyl)-6-fluoro-7-(2-fluoro-6-hydroxyphenyl)pyrido[2,3-d]pyrimidin-2(1H)-one C(C=C)(=O)N1C[C@@H](N(CC1)C=1C2=C(N(C(N1)=O)C1=C(C=CC=C1)C(C)(C)C)N=C(C(=C2)F)C2=C(C=CC=C2O)F)C